CC1=C(C(=O)NC2(CC2)C2=CC(=NC3=CC=CC=C23)C=2C=NN(C2)C)C=CC(=C1)CNCC=1N=CSC1 2-methyl-N-(1-(2-(1-methyl-1H-pyrazol-4-yl)quinolin-4-yl)cyclopropyl)-4-(((thiazol-4-ylmethyl)amino)methyl)benzamide